3-Chloro-6-(4-chloro-3-methylphenyl)-4-oxo-4,5-dihydropyrazolo[1,5-a]pyrazine-2-carboxylic acid ClC=1C(=NN2C1C(NC(=C2)C2=CC(=C(C=C2)Cl)C)=O)C(=O)O